methyl (Z)-1-(4-amino-2-fluorobut-2-en-1-yl)-4-(3-(dimethylphosphoryl)phenyl)-1H-benzo[d]imidazol-6-carboxylate NC\C=C(\CN1C=NC2=C1C=C(C=C2C2=CC(=CC=C2)P(=O)(C)C)C(=O)OC)/F